3-(2-((((S)-2-aminopropanoyl)oxy)methoxy)-2,2-diphenylacetoxy)spiro[bicyclo[3.2.1]octane-8,1'-pyrrolidin]-1'-ium TFA salt [O-]C(=O)C(F)(F)F.N[C@H](C(=O)OCOC(C(=O)OC1CC2CCC(C1)[N+]21CCCC1)(C1=CC=CC=C1)C1=CC=CC=C1)C